(R/S)-linalool C=C[C@@](O)(C)CCC=C(C)C |r|